7,15,17-trihydroxy-11-methyl-12-oxabicyclo[12.4.0]octadecan-1(18),2,14,16-tetraen-13-one OC1CCCC=CC2=CC(=CC(=C2C(OC(CCC1)C)=O)O)O